4-methyl-6-tributylstannyl-pyridin CC1=CC=NC(=C1)[Sn](CCCC)(CCCC)CCCC